(R)-4-(sec-butylamino)-2-((4-(dimethyl-phosphoryl)-2-methoxyphenyl)amino)-7H-pyrrolo[2,3-d]pyrimidine-5-carbonitrile [C@@H](C)(CC)NC=1C2=C(N=C(N1)NC1=C(C=C(C=C1)P(=O)(C)C)OC)NC=C2C#N